di-n-butyl (2-chlorophenyl) phosphate P(=O)(OCCCC)(OCCCC)OC1=C(C=CC=C1)Cl